NC1=C2N=CN(C2=NC=N1)C[C@@H](C)OCP(OCCCSCCCCCCCCCCCCC[Si](C)(C)CC)(O)=O 3-((13-(ethyldimethylsilyl)tridecyl)thio)propyl hydrogen ((((R)-1-(6-amino-9H-purin-9-yl)propan-2-yl)oxy)methyl)phosphonate